C(C)(=O)O[C@H]1[C@H](OC2=CC(=CC=C2)C(=O)OC)O[C@@H]([C@@H]([C@@H]1OC(C)=O)OC(C)=O)COC(C)=O M-methoxycarbonylphenyl 2,3,4,6-tetra-O-acetyl-beta-D-galactopyranoside